C(C)(=O)C1=CN(C2=CC=C(C=C12)C=1C=NC(=NC1)C)CC(=O)N1[C@@H](C[C@H](C1)F)C(=O)NC1=C(C(=CC=C1)C1=NC=CC=C1Cl)F (2S,4R)-1-(2-(3-acetyl-5-(2-methylpyrimidin-5-yl)-1H-indol-1-yl)acetyl)-N-(3-(3-chloropyridin-2-yl)-2-fluorophenyl)-4-fluoropyrrolidine-2-carboxamide